ClC=1C=CC=2N(C1CC(=O)OC(C)(C)C)C(NN2)=O tert-butyl 2-(6-chloro-3-oxo-2,3-dihydro-[1,2,4]triazolo[4,3-a]pyridin-5-yl)acetate